(R)-oxiran-2-ylmethyl 3-nitrobenzenesulfonate [N+](=O)([O-])C=1C=C(C=CC1)S(=O)(=O)OC[C@@H]1OC1